CC1([C@H]2CN([C@@H]([C@@H]12)C(=O)OC)C([C@@H](CC)NC1=C(C=C(C=C1F)F)F)=O)C methyl (1R,2S,5S)-6,6-dimethyl-3-((R)-2-((2,4,6-trifluorophenyl)amino)butanoyl)-3-azabicyclo[3.1.0]hexane-2-carboxylate